alpha-L-glucopyranose O[C@H]1[C@@H](O)[C@H](O)[C@@H](O)[C@@H](O1)CO